FC=1C(=C(C=CC1F)C(=O)N1CC(C1)(O)COC1=CC=CC=C1)NC1=C(C=C(C=C1)I)F 1-({3,4-difluoro-2-[(2-fluoro-4-iodophenyl)amino]phenyl}carbonyl)-3-[(phenyloxy)methyl]azetidin-3-ol